FC1(CC2(C1)C[C@@H](N(CC2)CC2=C1C=CNC1=C(C=C2OC)C)C2=CC=C(C(=O)N)C=C2)F (R)-4-(2,2-difluoro-7-((5-methoxy-7-methyl-1H-indol-4-yl)methyl)-7-azaspiro[3.5]nonan-6-yl)benzamide